FC1=C(C(=C(C=C1)[C@@H]1[C@H](O[C@H](C1)C(F)(F)F)C(=O)NC1=CC(=NC=C1)C(=O)N)OC)C (2S,3R,5R)-4-[[3-(4-fluoro-2-methoxy-3-methyl-phenyl)-5-(trifluoromethyl)tetrahydrofuran-2-carbonyl]amino]pyridine-2-carboxamide